C=1N=CN2C1CN(CC2)C2=CC1=C(CC(O1)(C)C)C=C2NC(=O)C=2C=NN1C2C=CC=C1 N-[6-(6,8-dihydro-5H-imidazo[1,5-a]pyrazin-7-yl)-2,2-dimethyl-3H-benzofuran-5-yl]pyrazolo[1,5-a]pyridine-3-carboxamide